CN(CCOC(=O)N1CCCC1)C (3S,4S)-1-((2-(dimethylamino)ethoxy)carbonyl)pyrrolidine